N-(7-((1-(6-(2,6-dioxopiperidin-3-yl)-2-methylpyridin-3-yl)piperidin-4-yl)methyl)-7-azaspiro[3.5]nonan-2-yl)-3-methoxybenzamide O=C1NC(CCC1C1=CC=C(C(=N1)C)N1CCC(CC1)CN1CCC2(CC(C2)NC(C2=CC(=CC=C2)OC)=O)CC1)=O